FC1CCN(CC1)C=1N=C(C2=C(N1)N=CC=C2)NCC=2C(=NC=CC2)C(F)(F)F 2-(4-fluoropiperidin-1-yl)-N-((2-(trifluoromethyl)pyridin-3-yl)methyl)pyrido[2,3-d]pyrimidin-4-amine